P1(OC2=C(C=CC=C2)O1)Cl o-phenylene phosphorochloridite